ClC1=CC(=C(N=N1)OCC=1C(=NOC1C)C=1C=NC(=CC1)C)C 4-((6-chloro-4-methyl-pyridazin-3-yl)oxymethyl)-5-methyl-3-(6-methyl-3-pyridinyl)isoOxazole